ClC1=CC(=C(C=C1)[C@H]1OC2=C(C=CC=C2C=C1)C1CCN(CC1)CC1=NC2=C(N1C)C=C(C=C2OC(F)F)C(=O)O)F (S)-2-((4-(2-(4-Chloro-2-fluorophenyl)-2H-chromen-8-yl)piperidin-1-yl)methyl)-4-(difluoromethoxy)-1-methyl-1H-benzo[d]imidazole-6-carboxylic acid